4-[[5-[2,4-difluoro-3-[(4-methoxyphenyl)methoxy]phenyl]-1,3,4-thiadiazol-2-yl]methyl]-6-(pyrimidin-2-ylmethyl)-4,6-diazaspiro[2.4]heptane-5,7-dione FC1=C(C=CC(=C1OCC1=CC=C(C=C1)OC)F)C1=NN=C(S1)CN1C2(CC2)C(N(C1=O)CC1=NC=CC=N1)=O